N-(2-((2-(dimethylamino)ethyl)(methyl)amino)-5-((5-fluoro-4-(5-fluoro-1-methyl-1H-indol-3-yl)pyrimidin-2-yl)amino)phenyl)acetamide CN(CCN(C1=C(C=C(C=C1)NC1=NC=C(C(=N1)C1=CN(C2=CC=C(C=C12)F)C)F)NC(C)=O)C)C